CC=1C(CC(CC1)C(=C)C)O 2-methyl-5-(1-methylvinyl)-2-cyclohexen-1-ol